FC(C1=C(C=CC(=C1)C#CC(=O)O)C1=CC=CC=C1)(F)F 3-[2-(trifluoromethyl)[1,1'-biphenyl]-4-yl]prop-2-ynoic acid